2,5-dibromophenylboronic acid BrC1=C(C=C(C=C1)Br)B(O)O